C1=C(C=CC2=CC=CC=C12)C=1C2=CC=CC=C2C(=C2C=CC(=CC12)C1=CC=C(C=C1)C1=NC2=C(N1C1=CC=CC=C1)C=CC=C2)C2=CC1=CC=CC=C1C=C2 4-(9,10-di(naphthalen-2-yl)anthracen-2-yl)phenyl-1-phenyl-1H-benzo[d]imidazole